OCCN(C(=O)OCC)CCCC hydroxyethyl-butylurethane